p-methoxyphenylthiourea COC1=CC=C(C=C1)NC(=S)N